ClC1=C(C=C(C(=O)N2[C@@H](CC(=C(C2)N=C=S)C(=O)OCC)C)C=C1)C(F)(F)F (R)-ethyl 1-(4-chloro-3-(trifluoromethyl)-benzoyl)-5-isothiocyanato-2-methyl-1,2,3,6-tetrahydropyridine-4-carboxylate